alpha-methyl-beta-(2-naphthyl)-L-alanine C[C@](N)(CC1=CC2=CC=CC=C2C=C1)C(=O)O